SC1=NN=C(N1N=CC1=CC=C(C=C1)O)C1=C(C=CC=C1)OC 4-(((3-mercapto-5-(2-methoxyphenyl)-4H-1,2,4-triazol-4-yl)imino)methyl)phenol